ClC1=NC=C(C(=C1)N1C(C(=C(C=C1C)OCC1=NC=C(C=C1F)F)Cl)=O)C(F)(F)F 2',3-dichloro-4-((3,5-difluoropyridin-2-yl)methoxy)-6-methyl-5'-(trifluoromethyl)-2H-[1,4'-bipyridyl]-2-one